CC1=C(C(=O)NC2=CC=C(C=C2)N2C(CC(NC3=C2C=CC(=C3)O)=O)=O)C=CC=C1C 1-[4-(2,3-dimethylbenzoylamino)phenyl]-7-hydroxy-1H-1,5-benzodiazepine-2,4(3h,5h)-dione